OC=1C(=C2CCC(OC2=C(C1C)C)(C(=O)OCC)C)C ethyl 6-hydroxy-2,5,7,8-tetramethylchromane-2-carboxylate